1-(aminomethyl)-N-(1-((6-(trifluoromethoxy)benzo[d]thiazol-2-yl)carbamoyl)cyclobutyl)cyclohexane-1-carboxamide NCC1(CCCCC1)C(=O)NC1(CCC1)C(NC=1SC2=C(N1)C=CC(=C2)OC(F)(F)F)=O